ethyl (E)-3-(5,6-dimethoxybiphenyl-3-yl)acrylate COC=1C=C(C=C(C1OC)C1=CC=CC=C1)/C=C/C(=O)OCC